(2S,3S)-tert-butyl 2-(benzyloxycarbonylamino)-3-carbamoylhex-5-enoate C(C1=CC=CC=C1)OC(=O)N[C@H](C(=O)OC(C)(C)C)[C@H](CC=C)C(N)=O